6-(4-(hydroxy)phenyl)-7-azaindole OC1=CC=C(C=C1)C1=CC=C2C=CNC2=N1